(-)-N,N'-bis(3,5-di-tert-butylsalicylidene)-1,2-cyclohexanediamine tetrahydrate O.O.O.O.C(C)(C)(C)C1=C(C(C=NC2C(CCCC2)N=CC=2C(O)=C(C=C(C2)C(C)(C)C)C(C)(C)C)=CC(=C1)C(C)(C)C)O